5-({5-[3-(azetidine-3-yl)methoxy-5-methoxypyridin-4-yl]-1H-pyrazole-3-yl}amino)pyrazine-2-carbonitrile N1CC(C1)COC=1C=NC=C(C1C1=CC(=NN1)NC=1N=CC(=NC1)C#N)OC